2-PHENYLBENZOTRIAZOL-5-AMINE C1(=CC=CC=C1)N1N=C2C(=N1)C=CC(=C2)N